C(C1=CN=CC=C1)(=O)O.[P] phosphorus nicotinic acid